8-(benzyloxy)-6-bromo-5-fluoro-4-methyl-3,4-dihydroisoquinoline-2(1H)-carboxylic acid tert-butyl ester C(C)(C)(C)OC(=O)N1CC2=C(C=C(C(=C2C(C1)C)F)Br)OCC1=CC=CC=C1